4-hydroxy-1-(3-phenylbutyryl)piperidine OC1CCN(CC1)C(CC(C)C1=CC=CC=C1)=O